1-(4-((4-((5-(furan-2-yl)-2-methoxyphenyl)amino)-7-(methylamino)quinazolin-6-yl)oxy)piperidin-1-yl)prop-2-en O1C(=CC=C1)C=1C=CC(=C(C1)NC1=NC=NC2=CC(=C(C=C12)OC1CCN(CC1)CC=C)NC)OC